C(C1=CC=CC=C1)N1C(C=2C=C(C(=NC2C=C1)C)C(=O)NCC1=NC=C(C(=C1)F)Cl)=O 6-benzyl-N-((5-chloro-4-fluoropyridin-2-yl)methyl)-2-methyl-5-oxo-5,6-dihydro-1,6-naphthyridine-3-carboxamide